C(=O)(O)C1=CC=C(C=C1)C=1C2=CC=CC=C2C(=C2C=CC=CC12)C1=CC=C(C=C1)C(=O)O 9,10-Bis(4-carboxyphenyl)anthracen